[NH3+]CCCCC(=O)O 5-ammoniovaleric acid